5-chloro-3-fluoro-2-(4-{[(3R)-oxan-3-yl]amino}pyrrolo[1,2-d][1,2,4]triazin-1-yl)phenol ClC=1C=C(C(=C(C1)O)C=1C=2N(C(=NN1)N[C@H]1COCCC1)C=CC2)F